CC(C#CO)CC 3-Methyl-1-pentyn-1-ol